chloro-3-iodo-1-((2-(trimethylsilyl)ethoxy)methyl)-1H-pyrazolo[3,4-B]pyridine-4-carboxylic acid ethyl ester C(C)OC(=O)C=1C2=C(N=CC1Cl)N(N=C2I)COCC[Si](C)(C)C